FC(N1N=CC(=C1)C1CCOC=2C=CC=3CC(N4C(C3C21)=CC(C(=C4)C(=O)O)=O)C(C)C)F (1-(difluoromethyl)-1H-pyrazol-4-yl)-8-isopropyl-12-oxo-1,2,3,7,8,12-hexahydropyrano[2,3-H]pyrido[2,1-a]isoquinoline-11-carboxylic acid